(3-chloro-4-(((6-(piperidin-4-yl)pyridin-2-yl)oxy)methyl)phenyl)(cyclopropyl)methanone ClC=1C=C(C=CC1COC1=NC(=CC=C1)C1CCNCC1)C(=O)C1CC1